1-(3-chloro-4-methyl-phenyl)-3-[[2-(2,6-dioxo-3-piperidyl)-4-hydroxy-1-oxo-isoindolin-5-yl]methyl]urea ClC=1C=C(C=CC1C)NC(=O)NCC=1C(=C2CN(C(C2=CC1)=O)C1C(NC(CC1)=O)=O)O